Magnesium Silicate, Hydrate O.[Si]([O-])([O-])([O-])[O-].[Mg+2].[Mg+2]